4-amino-[(3R)-1-[(E)-4-[8-aminooctyl(methyl)amino]but-2-enoyl]-3-piperidyl]-N-[4-[2-(dimethylamino)-2-oxo-ethyl]-2,3-dimethyl-phenyl]pyrazolo[3,4-d]pyrimidine-3-carboxamide NC1=C2C(=NC(=N1)[C@H]1CN(CCC1)C(\C=C\CN(C)CCCCCCCCN)=O)NN=C2C(=O)NC2=C(C(=C(C=C2)CC(=O)N(C)C)C)C